(E)-4-((5-(dimethylamino)thiophen-2-yl)methylene)-3-(pyridin-4-yl)isoxazol-5(4H)-one CN(C1=CC=C(S1)\C=C\1/C(=NOC1=O)C1=CC=NC=C1)C